trans-N-(5-(7'-Fluoro-3-(methoxymethyl)-3'-methyl-2'-oxo-2',3'-dihydrospiro[cyclobutane-1,1'-pyrrolo[2,3-c]quinolin]-8'-yl)-2-(2-(isopropylamino)ethoxy)pyridin-3-yl)methanesulfonamide FC=1C(=CC=2C3=C(C=NC2C1)N(C(C31CC(C1)COC)=O)C)C=1C=C(C(=NC1)OCCNC(C)C)NS(=O)(=O)C